(-)-1-(4-cyanophenyl)-3-[(3S*,4R*)-4-(2,6-difluoro-4-methoxy-phenyl)-1-(2-hydroxyethyl)-2-oxopyrrolidin-3-yl]urea C(#N)C1=CC=C(C=C1)NC(=O)N[C@@H]1C(N(C[C@H]1C1=C(C=C(C=C1F)OC)F)CCO)=O |o1:12,16|